ClC=1C(=NC(=NC1)NC1CCOCC1)C1=CC=C2CN(C(C2=C1)=O)CC(=O)NC(CO)C=1C=NN(C1)C 2-(6-{5-chloro-2-[(oxan-4-yl)amino]pyrimidin-4-yl}-1-oxo-2,3-dihydro-1H-isoindol-2-yl)-N-[2-hydroxy-1-(1-methyl-1H-pyrazol-4-yl)ethyl]acetamide